oxaspiro[5.5]undecane-9-carboxamide O1CCCCC12CCC(CC2)C(=O)N